FC(C=1C=C(C=CC1)CN1C[C@H](CC2=CC=CC=C12)NC(C=C)=O)(F)F N-[(3S)-1-[[3-(Trifluoromethyl)phenyl]methyl]-3,4-dihydro-2H-quinolin-3-yl]prop-2-enamide